FC(C1=NN=C2N1N=C(C=C2)N2CC1=C(CC2)N=C(S1)N)(F)F 4,5,6,7-tetrahydro-5-[3-(trifluoromethyl)-1,2,4-triazolo[4,3-b]pyridazin-6-yl]-thiazolo[5,4-c]pyridin-2-amine